C(C)S(=O)(=O)N1C=CC2=C(C=CC=C12)C1=C(C=C2NC(C=3N(C2=C1C)C(=NN3)C)(C)C)F 8-[1-(Ethylsulfonyl)-1H-indol-4-yl]-7-fluoro-1,4,4,9-tetramethyl-5H-[1,2,4]triazolo[4,3-a]quinoxaline